2,5-di-tert-butyl-4-(dimethylamino)pyridine C(C)(C)(C)C1=NC=C(C(=C1)N(C)C)C(C)(C)C